BrC(C(=O)OC(C)(C)C)(C)C t-butyl α-bromoisobutyrate